O=C1NC(CCC1N1C(C2=CC=CC(=C2C1)C#CCOCCOCCOCCOCCN(C(OC(C)(C)C)=O)C)=O)=O tert-butyl N-[2-[2-[2-[2-[3-[2-(2,6-dioxo-3-piperidyl)-1-oxo-isoindolin-4-yl]prop-2-ynoxy]ethoxy]ethoxy]ethoxy]ethyl]-N-methyl-carbamate